FC1=CC=C(C=N1)NC=1C=C(C=NC1)SC=1C=C(C(=CC1)N)N 4-((5-((6-fluoropyridin-3-yl)amino)pyridin-3-yl)thio)benzene-1,2-diamine